C(C)S(=O)(=N)C=1C=C(C=NC1N1N=C2C(C=NC(=C2)C(F)(F)F)=C1)C1(CC1)C#N 1-[5-(ethylsulfonimidoyl)-6-[6-(trifluoromethyl)pyrazolo[4,3-c]pyridin-2-yl]-3-pyridyl]cyclopropanecarbonitrile